N-benzyl-3'-((2-hydroxy-3,4-dioxocyclobut-1-en-1-yl)amino)-5'-(1H-tetrazol-5-yl)-[1,1'-biphenyl]-3-carboxamide C(C1=CC=CC=C1)NC(=O)C=1C=C(C=CC1)C1=CC(=CC(=C1)C1=NN=NN1)NC1=C(C(C1=O)=O)O